5''-chloro-6''-methoxy-2''-{(2R)-3-[(4-methoxyphenyl)methoxy]-2-methylpropyl}-2'',3''-dihydrodispiro[[1,3]dioxolane-2,1'-cyclohexane-4',1''-isoindole] ClC=1C=C2CN(C3(C2=CC1OC)CCC1(CC3)OCCO1)C[C@H](COCC1=CC=C(C=C1)OC)C